FC(C1=NN(C(=C1C(=O)O)OC1=CC(=CC=C1)C#CC)C)F 3-(difluoromethyl)-1-methyl-5-(3-(prop-1-yn-1-yl)phenoxy)-1H-pyrazole-4-carboxylic acid